Cl[Al](CC)CC monochlorodiethylaluminum